OC1=CC(C=CO1)=O 6-hydroxypyran-4-on